4-(3-bromopropyl)tetrahydro-2H-pyran BrCCCC1CCOCC1